8-Bromo-7-(5-cyclopropyl-1,3,4-oxadiazol-2-yl)-4-(3-fluoro-4-methylbenzyl)-3-methyl-4,6-dihydro-5H-thieno[3,2-b]azepin-5-one BrC=1C2=C(N(C(CC1C=1OC(=NN1)C1CC1)=O)CC1=CC(=C(C=C1)C)F)C(=CS2)C